C(#N)C1=CC=C(CNC(=O)C=2NC=C(C2)C(C2=CC=C(C=C2)F)=O)C=C1 N-(4-cyanobenzyl)-4-(4-fluorobenzoyl)-1H-pyrrole-2-carboxamide